bis(quinoline-4-carboxylic acid) formate C(=O)O.N1=CC=C(C2=CC=CC=C12)C(=O)O.N1=CC=C(C2=CC=CC=C12)C(=O)O